C(C)(C)C=1C(=NC(=NC1C)C1=CC=CC=C1)OC1=C(C(=O)[O-])C=CC=C1 5-isopropyl-6-methyl-2-phenylpyrimidin-4-yloxybenzoate